[4-[[3-(2,3-difluoro-4-methoxyphenyl)imidazo[1,2-a]pyrazin-8-yl]amino]-2-methylphenyl]-[4-(4-hydroxypiperidine-4-carbonyl)piperazin-1-yl]methanone hydrochloride Cl.FC1=C(C=CC(=C1F)OC)C1=CN=C2N1C=CN=C2NC2=CC(=C(C=C2)C(=O)N2CCN(CC2)C(=O)C2(CCNCC2)O)C